COC1=CC(=C(C=N1)C=1C=NC=2CCN(CC2C1)C=1C(=C(C=2N(N1)C(C=CN2)=O)C)C)C 7-(3-(6-methoxy-4-methylpyridin-3-yl)-7,8-dihydro-1,6-naphthyridin-6(5H)-yl)-8,9-dimethyl-4H-pyrimido[1,2-b]pyridazin-4-one